BrC1=CC(=CC2=C1OCCO2)C=O 8-bromo-2,3-dihydrobenzo[b][1,4]dioxine-6-carbaldehyde